C1(CCCCC1)C1=CC=C(C=C1)C(CC(C(=O)O)NCCCCCCCCCC)=O 4-(4-cyclohexylphenyl)-2-(decylamino)-4-oxobutanoic acid